5-(aminomethyl)thiophene-3-carboximidamide HCl salt Cl.NCC1=CC(=CS1)C(N)=N